C(C)(C)(C)OC(=O)N1CC2C(C1)CC(=C2)C=2N=C1N(C=CC(=C1)C1=C(C(=CC=C1OC)Cl)Cl)C2 5-(7-(2,3-dichloro-6-methoxyphenyl)imidazo[1,2-a]pyridin-2-yl)-3,3a,4,6a-tetrahydrocyclopenta[c]pyrrole-2(1H)-carboxylic acid tert-butyl ester